CCC(COCC(CC)(COC(=O)CCCCCCCCCCCCCCC(C)C)COC(=O)CCCCCCCCCCCCCCC(C)C)(COC(=O)CCCCCCCCCCCCCCC(C)C)COC(=O)CCCCCCCCCCCCCCC(C)C ditrimethylolpropane tetraisostearate